(1S,2S,4R,5R,6R,7S)-7-(2-methylpyridin-4-yl)-N-[3-(trifluoromethyl)phenyl]-8-oxatricyclo[3.2.1.02,4]octane-6-carboxamide CC1=NC=CC(=C1)[C@@H]1[C@H]([C@H]2[C@@H]3C[C@@H]3[C@@H]1O2)C(=O)NC2=CC(=CC=C2)C(F)(F)F